NC1CC2CCC(C1)N2C(=O)C=2C=CC(=C(C2)C2=CC(=C(C=C2)C#N)F)C2=CC1=C(N(N=N1)CC(C)(C)O)C(=C2F)F 5'-((3-Endo)-3-amino-8-azabicyclo[3.2.1]octan-8-carbonyl)-2'-(6,7-difluoro-1-(2-hydroxy-2-methylpropyl)-1H-benzo[d][1,2,3]triazol-5-yl)-3-fluoro-[1,1'-biphenyl]-4-carbonitril